7-[4-[(5-Cyclopentyl-1H-pyrazol-3-yl)amino]pyrimidin-2-yl]-2,7-diazaspiro[3.5]nonane-2-carboxylic acid tert-butyl ester C(C)(C)(C)OC(=O)N1CC2(C1)CCN(CC2)C2=NC=CC(=N2)NC2=NNC(=C2)C2CCCC2